N1=CC(=CC=C1)C1=NC(=NC(=N1)C=1C=NC=CC1)C1=CC=C(C=N1)B(O)O (6-(4,6-bis(pyridin-3-yl)-1,3,5-triazin-2-yl)pyridin-3-yl)boronic acid